N1(C=NC=C1)C1=CN=CC(=N1)C(=O)NC1CCC(CC1)C 6-(1H-imidazol-1-yl)-N-(4-methylcyclohexyl)pyrazine-2-carboxamide